NC1=NC=2C=NC(=CC2C2=C1C=NN2C)C(=O)N2[C@H]1C3=C([C@@H](CC2)C1)C=C(C=C3)OC(F)F (4-amino-1-methyl-1H-pyrazolo[4,3-c][1,7]naphthyridin-8-yl)((1R,5S)-7-(difluoromethoxy)-1,3,4,5-tetrahydro-2H-1,5-methanobenzo[c]azepin-2-yl)methanone